ClC=1C2=C(N=C(N1)C1=CC=C(C=C1)Cl)SC(=C2)C 4-chloro-2-(4-chlorophenyl)-6-methylthieno[2,3-d]pyrimidine